FC1=C2C3(C(N(C2=CC(=C1)F)CC1=NC2=C(N1CCCC(F)(F)F)C=CC(=C2)CNC([O-])=O)=O)CC3 (2-((4',6'-difluoro-2'-oxospiro[cyclopropane-1,3'-indol]-1'-yl)methyl)-1-(4,4,4-trifluorobutyl)-1H-benzo[d]imidazol-5-yl)methylcarbamate